(1,4-dimethyl-1H-pyrazol-3-yl)(5-methyl-spiro[2.3]hex-5-yl)methanone CN1N=C(C(=C1)C)C(=O)C1(CC2(CC2)C1)C